6-(3,4-dichlorophenyl)-N-[(1R,2R)-2-hydroxycyclohexyl]-5-(2,2,2-trifluoroethoxy)pyridine-2-carboxamide ClC=1C=C(C=CC1Cl)C1=C(C=CC(=N1)C(=O)N[C@H]1[C@@H](CCCC1)O)OCC(F)(F)F